N1,N4-di(pyridin-4-yl)terephthalamide N1=CC=C(C=C1)NC(C1=CC=C(C(=O)NC2=CC=NC=C2)C=C1)=O